C(CCCCCC)C=1OC(=CC1CCCCCCC)CCCCCCC 2,3,5-tri-n-heptylfuran